Cl.ClC=1C=C(C=C(C1OCCCl)Cl)C(C)(C)C1=CC=C(NCC2=C(N=CO2)S(=O)(=O)C)C=C1 4-(2-(3,5-dichloro-4-(2-chloroethoxy)phenyl)propan-2-yl)-N-((4-(methylsulfonyl)oxazol-5-yl)methyl)aniline hydrochloride